6,6-Dimethyl-11-oxo-8-(2-oxo-2-piperazin-1-yl-ethoxy)-6,11-dihydro-5H-benzo[b]carbazole-3-carbonitrile hydrochloric acid salt Cl.CC1(C2=C(C(C=3C4=CC=C(C=C4NC13)C#N)=O)C=CC(=C2)OCC(N2CCNCC2)=O)C